BrC=1C=C(C=NC1)C1CC=NN1C(C(CC)(C(F)F)CCl)=O 1-(5-(5-bromopyridin-3-yl)-4,5-dihydro-1H-pyrazol-1-yl)-2-(chloromethyl)-2-(difluoromethyl)butan-1-one